[C@@H]12N(C[C@@H](NC1)C2)C2=CC=C1N=CC(=NC1=C2)C=2C=NN(C2)[C@@H]2C[C@H](C2)CCCNC=2C=C1C(N(C(C1=CC2)=O)C2C(NC(CC2)=O)=O)=O 5-((3-(trans-3-(4-(7-((1S,4S)-2,5-diazabicyclo[2.2.1]heptan-2-yl)quinoxalin-2-yl)-1H-pyrazol-1-yl)cyclobutyl)propyl)amino)-2-(2,6-dioxopiperidin-3-yl)isoindoline-1,3-dione